FC(C=1N=CNC1C(=O)O)(F)F 4-(trifluoromethyl)-1H-imidazole-5-carboxylic acid